1-germinal [Ge]1(=CC=CC=C1)C=O